BrCC1=CC=C(C=C1)CC(=O)NC 2-(4-(bromomethyl)phenyl)-N-methylacetamide